BrC1=CC2=C([N+](=C(S2)SC)C)C=C1 6-bromo-3-methyl-2-(methylthio)benzo[d]thiazol-3-ium